BrC1=CC(=CC=C1)CCCOCCl 1-bromo-3-(3-(chloromethoxy)propyl)-benzene